BrC=1C=CC=C2CCCC(C12)=O 8-bromo-3,4-dihydro-2h-naphthalen-1-one